ClC=1N=C(C2=C(N1)CCCS2(=O)=O)NC=2C=CC(NC2)=O 5-((2-chloro-5,5-dioxido-7,8-dihydro-6H-thiopyrano[3,2-d]pyrimidin-4-yl)amino)pyridin-2(1H)-one